9,10-Dihexyloxy-anthracene C(CCCCC)OC=1C2=CC=CC=C2C(=C2C=CC=CC12)OCCCCCC